3,4-dibromo-5-(((2-bromo-3,4-dihydroxybenzyl)oxy)methyl)benzene-1,2-diol tert-Butyl-3-cyclopropyl-1-ethyl-5,6-dihydroimidazo[1,5-a]pyrazine-7(8H)-carboxylate C(C)(C)(C)C1CN(CC=2N1C(=NC2CC)C2CC2)C(=O)O.BrC2=C(C(=CC(=C2Br)COCC2=C(C(=C(C=C2)O)O)Br)O)O